Cl.FC1=CC=C(C=C1)C1=CC=C2C=C(NC2=C1)C(=O)N([C@@H]1CN[C@@H](C1)C(NC)=O)C 6-(4-fluorophenyl)-N-methyl-N-((3S,5S)-5-(methylcarbamoyl)pyrrolidin-3-yl)-1H-indole-2-carboxamide hydrogen chloride salt